F[C@H]1CN(C[C@H]1NC)C=1N=CC(=NC1)C(=O)N 5-((3s,4r)-3-fluoro-4-(methylamino)pyrrolidin-1-yl)pyrazine-2-carboxamide